2-amino-5-chloro-N-(quinolin-6-yl)benzamide NC1=C(C(=O)NC=2C=C3C=CC=NC3=CC2)C=C(C=C1)Cl